[Li+].C(CCC(=O)[O-])(=O)OCC=C allyl succinate lithium